6-bromo-5-[(2-chloro-5-fluorophenyl)carbonyl]-1-(2,2-difluoroethyl)-3-(5,5-dimethyl-2-oxa-5-silahex-1-yl)-2-oxo-benzo[d]imidazole-4-carbonitrile BrC=1C(=C(C2=C(N(C(N2COCC[Si](C)(C)C)=O)CC(F)F)C1)C#N)C(=O)C1=C(C=CC(=C1)F)Cl